FC1=C(C=CC=C1)COC1=C2C3=C(N(C2=CC=C1)C(=O)OC(C)(C)C)C=NC(=C3COC)C(=O)OCC 9-tert-butyl 3-ethyl 5-[(2-fluorophenyl)methoxy]-4-(methoxymethyl)pyrido[3,4-b]indole-3,9-dicarboxylate